N[C@@H]1C(C(=C(C([C@H]1C1=C(C2=NC(=CC(=C2S1)NCC=1OC=CC1)Cl)Cl)([2H])[2H])[2H])[2H])([2H])[2H] 2-((1R,6R)-6-aminocyclohex-3-en-1-yl-2,2,3,4,5,5-d6)-3,5-dichloro-N-(furan-2-ylmethyl)thieno[3,2-b]pyridin-7-amine